F[C@@H]1CN(C[C@H]1F)C1=NC=CC(=N1)NC=1N=CC2=C(N=CC(=C2C1)C(C)C)N1CC(C1)CS(=O)(=O)C N-{2-[(3R,4R)-3,4-difluoropyrrolidin-1-yl]pyrimidin-4-yl}-8-[3-(methanesulfonylmeth-yl)azetidin-1-yl]-5-(propan-2-yl)-2,7-naphthyridin-3-amine